ClC1=NC=C(C(=N1)Cl)CC(=O)OC Methyl 2-(2,4-dichloropyrimidin-5-yl)acetate